FC(C(=O)O)(F)F.C(C)OC1=NC=CC=C1C1=NC=2C(N(CC3(C2C=C1)CCNCC3)C(=O)OCC3=CC=CC=C3)=O benzyl 2'-(2-ethoxypyridin-3-yl)-8'-oxo-6'H-spiro[piperidine-4,5'-[1,7]naphthyridine]-7'(8'H)-carboxylate 2,2,2-trifluoroacetate